9-benzyloxy-2-((S)-1-[1,4]dioxan-2-ylmethoxy)-1-methyl-6,7-dihydro-pyrido[2,1-a]isoquinolin-4-one C(C1=CC=CC=C1)OC=1C=C2CCN3C(C2=CC1)=C(C(=CC3=O)OC[C@H]3OCCOC3)C